tris(cyclopentadienyl)erbium (iii) C1(C=CC=C1)[Er](C1C=CC=C1)C1C=CC=C1